C6-chloro-4-iodo-1-(tetrahydro-2H-pyran-2-yl)-1H-pyrazolo[3,4-b]pyridine ClC1=CC(=C2C(=N1)N(N=C2)C2OCCCC2)I